C(C)[C@@H]1CO1 (R)-ethyl ethylene oxide